3-Tropanyl-indole [C@@]12(CCC[C@H](CC1)N2C)C2=CNC1=CC=CC=C21